CC(CC)C1C(CCCC1)=O 2-(1-methylpropyl)-1-cyclohexanone